N-(Methoxycarbonyl)-3-methyl-L-valyl-(4R)-N-((1S)-1-cyano-2-[(3S)-2-oxopyrrolidin-3-yl]ethyl)-4-(trifluoromethyl)-L-prolinamid COC(=O)N[C@@H](C(C)(C)C)C(=O)N1[C@@H](C[C@H](C1)C(F)(F)F)C(=O)N[C@@H](C[C@H]1C(NCC1)=O)C#N